4-chloro-10-(4-(4-(hydroxymethyl)cyclohexyl)piperazin-1-yl)-7,7-dimethylindolo[1,2-a]quinazolin-5(7H)-one ClC=1C=2C(N=C3N(C2C=CC1)C1=CC(=CC=C1C3(C)C)N3CCN(CC3)C3CCC(CC3)CO)=O